2-(2-chlorophenyl)-N-[4-(2-ethoxypyrimidin-5-yl)-3-sulfamoylphenyl]Acetamide ClC1=C(C=CC=C1)CC(=O)NC1=CC(=C(C=C1)C=1C=NC(=NC1)OCC)S(N)(=O)=O